N-(2-(4-fluorobenzyl)benzothiazol-4-yl)-2-oxo-2H-chromene-8-amide FC1=CC=C(CC=2SC3=C(N2)C(=CC=C3)NC(=O)C=3C=CC=C2C=CC(OC32)=O)C=C1